ClCCCCCCCCC(OCC)OCC 9-chloro-1,1-diethoxynonane